N[C@H]1C[C@H](CC1)NC(OC(C)(C)C)=O tert-butyl (cis-3-aminocyclopentyl)carbamate